NC1=CC(=C2C(=NC(C2=C1O)=O)C1=C(C=CC(=C1)F)Cl)NC(C1=CC(=CC(=C1)C(F)(F)F)F)=O N-(6-amino-3-(2-chloro-5-fluorophenyl)-7-hydroxy-1-oxoisoindol-4-yl)-3-fluoro-5-(trifluoromethyl)benzamide